ClC1=CC(=CS1)C(=O)N[C@H](C(=O)NC=1C(N(C=CC1)CC(=O)NC1C2CC3CC(CC1C3)C2)=O)CCC(C(=O)NC)=O (S)-2-(5-chlorothiophene-3-carboxamido)-N1-(1-(2-(2-adamantylamino)-2-oxoethyl)-2-oxo-1,2-dihydropyridin-3-yl)-N6-methyl-5-oxohexanediamide